(R)-1-(8-fluoro-7-(7-Fluoro-3-(methoxymethoxy)-8-((triisopropylsilyl)acetyleneyl)naphth-1-yl)-5-methyl-2-(methylsulfonyl)pyrido[4,3-d]pyrimidin-4-yl)-3-methylpiperidin-3-ol FC1=C(N=C(C2=C1N=C(N=C2N2C[C@@](CCC2)(O)C)S(=O)(=O)C)C)C2=CC(=CC1=CC=C(C(=C21)C#C[Si](C(C)C)(C(C)C)C(C)C)F)OCOC